1-(2-Fluorophenyl)-N-(2,3,6-trifluoro-4-(2-((5-hydroxypiperidin-3-yl)amino)-8-isopropyl-7-oxo-7,8-dihydropyrido[2,3-d]pyrimidin-6-yl)phenyl)methanesulfonamide FC1=C(C=CC=C1)CS(=O)(=O)NC1=C(C(=C(C=C1F)C1=CC2=C(N=C(N=C2)NC2CNCC(C2)O)N(C1=O)C(C)C)F)F